O/N=C(\C)/[O-] (E)-N-hydroxyacetimidate